CN1CCN(CC1)S1C2=C(C=CC=3C1CC=CC3)C=CC(=C2)SC 1-methyl-4-(3-methylsulfanyl-5,6-dihydrobenzo[b][1]benzothiepin-5-yl)piperazine